N-(4-carboxybenzyl)-N,N-dimethyl-2,3-bis(oleoyloxy)propan-1-aminium bromide [Br-].C(=O)(O)C1=CC=C(C[N+](CC(COC(CCCCCCC\C=C/CCCCCCCC)=O)OC(CCCCCCC\C=C/CCCCCCCC)=O)(C)C)C=C1